5-morpholinyl-7-azaindole N1(CCOCC1)C=1C=C2C=CNC2=NC1